ClCC1=NC(=NO1)C1CC(C1)(C1=CC=C(C=C1)F)F 5-(chloromethyl)-3-((1s,3s)-3-fluoro-3-(4-fluorophenyl)cyclobutyl)-1,2,4-oxadiazole